1-(1-(cyclopropylmethyl)-1H-benzo[d]imidazol-2-yl)piperidin-4-ol C1(CC1)CN1C(=NC2=C1C=CC=C2)N2CCC(CC2)O